C1(CC1)N1CCC(CC1)C=1C=C(C(=C(C1)[C@H](C(=O)O)N1C[C@@H](CC1)OCCCCCC1=NC=2NCCCC2C=C1)OC)F (R)-2-(5-(1-cyclopropylpiperidin-4-yl)-3-fluoro-2-methoxyphenyl)-2-((R)-3-((5-(5,6,7,8-tetrahydro-1,8-naphthyridin-2-yl)pentyl)oxy)pyrrolidin-1-yl)acetic acid